ClC1=C(C=C(OCC(=O)NC23CC(C2)(C3)NC=3OC(=NN3)C)C=C1)F 2-(4-chloro-3-fluorophenoxy)-N-{3-[(5-methyl-1,3,4-oxadiazol-2-yl)amino]bicyclo[1.1.1]pentan-1-yl}acetamide